FC1=CC2=C(N(C(O2)=O)C)C=C1C1=CN=CC=2C(CCCC12)C(C(=O)N)C 4-(6-fluoro-3-methyl-2-oxo-2,3-dihydrobenzoxazol-5-yl)-5,6,7,8-tetrahydroisoquinolin-8-ylpropanamide